(S)-3-(5-(2-((R)-7-methyl-5,6,7,8-tetrahydro-1,8-naphthyridin-2-yl)ethoxy)-1H-indazol-1-yl)-3-(2-methylpyrimidin-5-yl)propionic acid C[C@@H]1CCC=2C=CC(=NC2N1)CCOC=1C=C2C=NN(C2=CC1)[C@@H](CC(=O)O)C=1C=NC(=NC1)C